CN1N=CC=C1C=1C(=NN(C1)C1=CC=CC=C1)C#N 4-(2-methylpyrazol-3-yl)-1-phenyl-pyrazole-3-carbonitrile